C(C)(C)(C)OC(=O)N1[C@@H](CCC1)COC=1C=NC=CC1C#N.C(C1=CC=CC=C1)OC1=C(C=CC(=C1)C(F)(F)F)I 2-(Benzyloxy)-1-iodo-4-(trifluoromethyl)benzene tert-butyl-(2S)-2-{[(4-cyanopyridin-3-yl)oxy]methyl}pyrrolidine-1-carboxylate